2-[(1R)-5-{5-Chloro-2-[(oxan-4-yl)amino]pyrimidin-4-yl}-1-methyl-3-oxo-2,3-dihydro-1H-isoindol-2-yl]-N-[(1S)-1-(3-fluoro-5-methoxyphenyl)-2-hydroxyethyl]acetamid ClC=1C(=NC(=NC1)NC1CCOCC1)C=1C=C2C(N([C@@H](C2=CC1)C)CC(=O)N[C@H](CO)C1=CC(=CC(=C1)OC)F)=O